COC1=CC=CC(=N1)C=1N=NN(C1)C=1C=C2CN(C(C2=CC1)=O)C1C(NC(CC1)=O)=O 3-{5-[4-(6-methoxypyridin-2-yl)-1,2,3-triazol-1-yl]-1-oxo-3H-isoindol-2-yl}piperidine-2,6-dione